C1(CC1)C=1N=CN2C1CN(CC1=C2C=C(C(=C1)F)C(=O)NC1=NC(=CC=C1)C1=NN=CN1C(C)C)C(=O)N1CCOCC1 3-cyclopropyl-8-fluoro-N-[6-(4-isopropyl-4H-1,2,4-triazol-3-yl)pyridin-2-yl]-5-(morpholine-4-carbonyl)-5,6-dihydro-4H-benzo[f]imidazo[1,5-a][1,4]diazepine-9-carboxamide